1-[5-(difluoromethoxy)-2-fluoro-phenyl]-3,3-dimethyl-N-[(3R)-3-methyl-1,1-dioxo-thiolan-3-yl]-2-oxo-pyrrolo[2,3-b]pyridine-5-carboxamide FC(OC=1C=CC(=C(C1)N1C(C(C=2C1=NC=C(C2)C(=O)N[C@]2(CS(CC2)(=O)=O)C)(C)C)=O)F)F